((4-((4-cyanophenyl)amino)quinazolin-2-yl)thio)acetic acid C(#N)C1=CC=C(C=C1)NC1=NC(=NC2=CC=CC=C12)SCC(=O)O